disalicylidenediaminopropane (4-benzyloxycyclohexyl)methanesulfonate C(C1=CC=CC=C1)OC1CCC(CC1)CS(=O)(=O)O.C(C=1C(O)=CC=CC1)=CC(C=CC=1C(O)=CC=CC1)(N)N